C(C)(CCCC)O sechexanol